C(C)(C)(C)OC(=O)N1CCC2(C(CC(C2)OC(=O)C2=NC=CC3=CC=CC=C23)NS(=O)(=O)C(C)(C)C)CC1 isoquinoline-1-carboxylic acid 8-(tert-butoxycarbonyl)-4-((R)-1,1-dimethylethylsulfonamido)-8-azaspiro[4.5]decan-2-yl ester